N[C@@H](C)C(=O)O |r| rac.-alanine